Cl.NCC1CCC(CC1)C(=O)OC methyl 4-(aminomethyl)cyclohexanecarboxylate hydrochloride